methyl 2-(6-(1H-imidazol-1-yl)pyridazine-3-carboxamido)-5-(3-(5-(6-(1H-imidazol-1-yl)pyridazine-3-carboxamido)-2-fluoro-4-(methoxycarbonyl)phenoxy) propoxy)-4-fluorobenzoate N1(C=NC=C1)C1=CC=C(N=N1)C(=O)NC1=C(C(=O)OC)C=C(C(=C1)F)OCCCOC1=C(C=C(C(=C1)NC(=O)C=1N=NC(=CC1)N1C=NC=C1)C(=O)OC)F